1-(6-((2-amino-2-oxo-1-phenylethyl)thio)-3,5-dicyano-4-ethylpyridin-2-yl)piperidin-4-yl (2S)-2-((tert-butoxycarbonyl)amino)-3-methylbutanoate C(C)(C)(C)OC(=O)N[C@H](C(=O)OC1CCN(CC1)C1=NC(=C(C(=C1C#N)CC)C#N)SC(C(=O)N)C1=CC=CC=C1)C(C)C